N-((1R)-3-Cyano-3-azabicyclo[3.2.0]heptan-1-yl)-4-(3-((4-fluorophenyl)amino)pyridin-4-yl)benzamid C(#N)N1C[C@]2(CCC2C1)NC(C1=CC=C(C=C1)C1=C(C=NC=C1)NC1=CC=C(C=C1)F)=O